5-((naphthalen-2-ylmethyl)thio)-1H-1,2,3-triazole-4-carboxylic acid C1=C(C=CC2=CC=CC=C12)CSC1=C(N=NN1)C(=O)O